S-[7-(3-chloro-5-fluoro-phenoxy)-1-oxo-indan-4-yl] ethanethioate C(C)(SC1=C2CCC(C2=C(C=C1)OC1=CC(=CC(=C1)F)Cl)=O)=O